Ethyl (S)-3-(2',5-dimethyl-6'-(pent-4-en-1-yloxy)-[1,1'-biphenyl]-3-yl)-3-((R)-2-((methylsulfonyl)oxy)pent-4-enamido)propanoate CC1=C(C(=CC=C1)OCCCC=C)C1=CC(=CC(=C1)C)[C@H](CC(=O)OCC)NC([C@@H](CC=C)OS(=O)(=O)C)=O